N-ethyl-2-(3-(5-morpholino-1,3,4-thiadiazol-2-yl)-6-oxopyridazin-1(6H)-yl)acetamide C(C)NC(CN1N=C(C=CC1=O)C=1SC(=NN1)N1CCOCC1)=O